6-((R)-1-(4-fluorophenyl)ethyl)-5-(((R)-1-methylpyrrolidin-3-yl)amino)pyrazine-2-carboxamide FC1=CC=C(C=C1)[C@@H](C)C1=C(N=CC(=N1)C(=O)N)N[C@H]1CN(CC1)C